2-(3,3-dimethyl-4-(6-oxo-1,6-dihydropyridine-3-carbonyl)piperazin-1-yl)-N-(5-(4-fluorophenoxy)pyrazin-2-yl)propanamide CC1(CN(CCN1C(=O)C1=CNC(C=C1)=O)C(C(=O)NC1=NC=C(N=C1)OC1=CC=C(C=C1)F)C)C